CN(CCC1=C(C(=CC(=C1NC1=NC=CC(=N1)C1=CN(C2=CC=CC=C12)C1COC1)OC)NC)N)C (2-(dimethylamino)ethyl)-5-methoxy-N1-methyl-N4-(4-(1-(oxetan-3-yl)-1H-indol-3-yl)pyrimidin-2-yl)benzene-1,2,4-triamine